C(C)(C)(C)OC(=O)N[C@H](C(=O)O)CC1=CC(=CC(=C1)O[Si](C(C)C)(C(C)C)C(C)C)B1OC(C(O1)(C)C)(C)C (S)-2-((tert-butoxycarbonyl)amino)-3-(3-(4,4,5,5-tetramethyl-1,3,2-dioxaborolan-2-yl)-5-((triisopropylsilyl)oxy)phenyl)propanoic acid